3-[2-(3-bromo-4-methylphenyl)cyclopropyl]-1-cyclopropyl-1-[(3R)-1-(pyridazin-3-yl)piperidin-3-yl]urea BrC=1C=C(C=CC1C)C1C(C1)NC(N([C@H]1CN(CCC1)C=1N=NC=CC1)C1CC1)=O